3-methoxy-2-(trifluoromethyl)benzonitrile COC=1C(=C(C#N)C=CC1)C(F)(F)F